C1(=C(C=CC=C1)[C@H](CO)O)C (R)-1-(o-tolyl)ethane-1,2-diol